F[C@H]1COCC[C@H]1NC1=C2C=C(N(C2=CC=C1)CC(F)(F)F)C1=NOC(=N1)CNC(=O)C1=CN(C=C1)C1(CC1)COC N-{[3-(4-{[(3R,4R)-3-fluorooxan-4-yl]amino}-1-(2,2,2-trifluoroethyl)-1H-indol-2-yl)-1,2,4-oxadiazol-5-yl]methyl}-1-[1-(methoxymethyl)cyclopropyl]-1H-pyrrole-3-carboxamide